(S)-1-(2-chlorophenyl)-3-methylbutyl acetate C(C)(=O)O[C@@H](CC(C)C)C1=C(C=CC=C1)Cl